7-amino-8-(3-hydroxy-2-methylphenyl)imidazo[1,2-a]pyridine-6-carboxamide NC1=C(C=2N(C=C1C(=O)N)C=CN2)C2=C(C(=CC=C2)O)C